2-isobutyl-2-isopropylpropane C(C(C)C)C(C)(C)C(C)C